C=1C=NC2=CN=CN3C(=CC=4C(=CC=CC34)C(=O)[O-])C21 pyrrolo[2',3':5,6][1,3]diazepino[1,7-a]indole-11-carboxylate